(2S,4R)-4-fluoro-1-(2-{3-oxo-2H,3H-[1,2,4]triazolo[4,3-a]pyridin-8-yl}acetyl)-N-[(S)-phenyl[5-(propan-2-yl)pyridin-2-yl]methyl]pyrrolidine-2-carboxamide F[C@@H]1C[C@H](N(C1)C(CC=1C=2N(C=CC1)C(NN2)=O)=O)C(=O)N[C@H](C2=NC=C(C=C2)C(C)C)C2=CC=CC=C2